1-(5-bromo-2-pyridyl)-3-methyl-azetidin-3-ol BrC=1C=CC(=NC1)N1CC(C1)(O)C